CN(C)CC=1C=C(OCCCOC(CCCCCCC\C=C/C\C=C/CCCCC)=O)C=C(C1)OCCCOC(CC(CCCCCCCC)CCCCCCCC)=O.FC(OC1=CC(=CC=C1)COC1=CC=C(C=C1)[N+](=O)[O-])F 1-difluoromethoxy-3-[(4-nitrophenoxy)methyl]benzene (9Z,12Z)-3-(3-((dimethylamino)methyl)-5-(3-((3-octylundecanoyl)oxy)propoxy)phenoxy)propyloctadeca-9,12-dienoate